N,N-dimethyl-1-(4-(6-methyl-3-(7-(4-methyl-2H-1,2,3-triazol-2-yl)-1,8-naphthyridin-4-yl)imidazo[1,2-b]pyridazin-7-yl)phenyl)methanamine CN(CC1=CC=C(C=C1)C1=CC=2N(N=C1C)C(=CN2)C2=CC=NC1=NC(=CC=C21)N2N=CC(=N2)C)C